BETA-[[fluorenylmethoxycarbonyl]amino]-ALPHA-hydroxyphenylbutyric acid C1(=CC=CC=2C3=CC=CC=C3CC12)COC(=O)NC(C(C(=O)O)(O)C1=CC=CC=C1)C